C(C)(C)(C)OC(=O)N(C=1C=C(C=CC1)N1C=C(C=CC1=O)C(=O)OCC)C ethyl 1-[3-[tert-butoxycarbonyl (methyl) amino] phenyl]-6-oxo-pyridine-3-carboxylate